6-chloro-2-(difluoromethyl)-N-(2,4-dimethoxybenzyl)pyrimidin-4-amine ClC1=CC(=NC(=N1)C(F)F)NCC1=C(C=C(C=C1)OC)OC